[Na+].ClC1=CC=C(C=C1)S(=O)([O-])=S 4-chlorobenzenethiosulfonic acid sodium salt